OC1=C(N(C(=CC1=O)C)C)CNC(C(CCCCC(=O)NCC=1N(C(=CC(C1O)=O)C)C)CCC(NCC=1N(C(=CC(C1O)=O)C)C)=O)=O {2-[(3-hydroxy-1,6-dimethyl-4-oxo-1,4-dihydro-pyridin-2-ylmethyl)-carbamoyl]-ethyl}-pimelic acid di-[(3-hydroxy-1,6-dimethyl-4-oxo-1,4-dihydro-pyridin-2-ylmethyl)-amide]